CC(CCC[Mg]Cl)CC(CC(CC(CCC)C)C)C 4,6,8,10-tetramethyltridecylmagnesium chloride